N-(4-(4-amino-1-ethyl-7-(4(S)-(oxetan-3-ylamino)cyclohex-1-en-1-yl)-1H-pyrazolo[4,3-c]pyridin-3-yl)phenyl)-1-(2-chlorophenyl)methanesulfonamide NC1=NC=C(C2=C1C(=NN2CC)C2=CC=C(C=C2)NS(=O)(=O)CC2=C(C=CC=C2)Cl)C2=CC[C@H](CC2)NC2COC2